C1N(CCC2=CC=CC=C12)C(=O)C1=C(C2=C(CCC3=CN(N=C23)CC2=CC=C(C=C2)C)O1)C 3,4-dihydroisoquinolin-2(1H)-yl[8-methyl-2-(4-methylbenzyl)-4,5-dihydro-2H-furo[2,3-g]indazol-7-yl]methanone